Cl.N1CC(C1)C1=NC(=NO1)C1=CC(=C(C=C1)OCC1=CC=C(C=C1)C(F)(F)F)C(F)(F)F 5-(azetidin-3-yl)-3-(3-(trifluoromethyl)-4-((4-(trifluoromethyl)benzyl)oxy)phenyl)-1,2,4-oxadiazole hydrochloride